8-[(2s,5r)-4-[(3-fluorophenyl)(4-fluorophenyl)methyl]-2,5-dimethylpiperazin-1-yl]-5-methyl-6-oxo-5,6-dihydro-1,5-naphthyridine-2-carbonitrile FC=1C=C(C=CC1)C(N1C[C@@H](N(C[C@H]1C)C1=CC(N(C=2C=CC(=NC12)C#N)C)=O)C)C1=CC=C(C=C1)F